((1-(3-chloropyrazin-2-yl)-3,3-dimethylcyclobutyl)methyl)-3,4,5-trifluoroaniline ClC=1C(=NC=CN1)C1(CC(C1)(C)C)CNC1=CC(=C(C(=C1)F)F)F